COC(C1=C(C(=C(C(=C1O)C)O)Cl)C)=O.FC1=C(C(=CC=C1)F)NC(=O)C=1C(=NC(=NC1)SC)C N-(2,6-difluorophenyl)-4-methyl-2-(methylthio)pyrimidine-5-carboxamide methyl-3-chloro-4,6-dihydroxy-2,5-dimethylbenzoate